C(C)(C)(C)OC(=O)NC(CCC(=O)O)CC(=O)O.BrC1=CC=C(C=C1)N1N=C(C(=N1)[C@H]1OCC(N1CCC1=CC=C(C=C1)NC(C)=O)=O)C1=CC=C(C=C1)F (2R)-N-(4-(2-(2-(2-(4-bromophenyl)-5-(4-fluorophenyl)-2H-1,2,3-triazol-4-yl)-4-oxooxazolidin-3-yl)ethyl)phenyl)acetamide 4-tert-butoxycarbonylaminoadipate